COC1=C(CNC(=O)C2(CCOCC2)N(C(C#C[Si](C(C)C)(C(C)C)C(C)C)=O)C2=CC(=C(C=C2)OC)CO)C=CC(=C1)OC N-(2,4-dimethoxybenzyl)-4-(N-(3-(hydroxymethyl)-4-methoxyphenyl)-3-(triisopropylsilyl)propiolamido)tetrahydro-2H-pyran-4-carboxamide